4-(dimethylamino)-8-fluoro-7-methyl-1-phenylquinazolin-2(1H)-one CN(C1=NC(N(C2=C(C(=CC=C12)C)F)C1=CC=CC=C1)=O)C